C(C)(C)(CCC)C[Si](Cl)(C)C(C)(C)C(C)C t-hexyl-(thexyl)dimethylchlorosilane